1-(2-chloro-6-propylimidazo[1,2-b]pyridazin-3-ylsulfonyl)-3-(4,6-dimethoxypyrimidin-2-yl)urea ClC=1N=C2N(N=C(C=C2)CCC)C1S(=O)(=O)NC(=O)NC1=NC(=CC(=N1)OC)OC